γ-aminoethylaminopropyltriethoxysilane NCCNCCC[Si](OCC)(OCC)OCC